isopropyl-Imidazole C(C)(C)C=1NC=CN1